CC(C)(C)S(=O)NC(C)C1=C(C(=CC=C1)C(F)(F)F)C 2-methyl-N-{1-[2-methyl-3-(trifluoromethyl)phenyl]ethyl}propane-2-sulfinamide